N-[(1S)-1-{4-[(dimethylamino)methyl]phenyl}-2-hydroxyethyl]acetamide hydrochloride Cl.CN(C)CC1=CC=C(C=C1)[C@@H](CO)NC(C)=O